ClC1=C(N(N=C1C(F)(F)F)C1=CC(=CC=C1)C(N(C1=CC2=C(N=C(O2)C)C=C1)C)=O)COC1=CC=C(C(=O)O)C=C1 4-[[4-chloro-2-[3-[methyl-(2-methyl-1,3-benzoxazol-6-yl)carbamoyl]phenyl]-5-(trifluoromethyl)pyrazol-3-yl]methoxy]benzoic acid